ClC=1C(=C(NC2=C(NC3=C2C(NCC3)=O)C3=C(C=NC=C3)OCC(C)(C)O)C=CC1)OC 3-(3-chloro-2-methoxyanilino)-2-[3-(2-hydroxy-2-methylpropoxy)pyridin-4-yl]-1,5,6,7-tetrahydro-4H-pyrrolo[3,2-c]pyridin-4-one